C[C@@]12CC[C@@H]3C4C=CC(O)=CC=4CC[C@H]3[C@@H]2CC[C@H]1O 17alpha-estradiol